COC(NCCN(C1=C(C=C(C=C1)C1=NC=C(C=C1)C(NCC=1C(=NC=CC1)C)=O)C)C(C)=O)=O N-[2-[N-acetyl-2-methyl-4-[5-[(2-methyl-3-pyridinyl)methylcarbamoyl]-2-pyridinyl]anilino]ethyl]carbamic acid methyl ester